rel-(1R,3R)-N1-(5-Methylpyrazin-2-yl)cyclopentane-1,3-diamine CC=1N=CC(=NC1)N[C@H]1C[C@@H](CC1)N |o1:8,10|